3-({6-[4-(tert-butoxycarbonyl)piperidin-1-yl]pyridin-3-yl}amino)propanoic acid C(C)(C)(C)OC(=O)C1CCN(CC1)C1=CC=C(C=N1)NCCC(=O)O